N12CC(C(CC1)CC2)NC(C(=O)NC2(CC2)C2=CC=C(C=C2)C2=CC=C(C=C2)F)=O N-(1-azabicyclo[2.2.2]oct-3-yl)-N'-[1-(4'-fluorobiphenyl-4-yl)cyclopropyl]ethanediamide